2-(1-cyclopropylethyl)-6-(1-(isopropylthio)ethyl)phenol C1(CC1)C(C)C1=C(C(=CC=C1)C(C)SC(C)C)O